silicon oxide [Si]=O